CC[C@@H](C1=CC(=C(C(=C1)OC)OC)OC)C(=O)N2CCCC[C@H]2C(=O)O[C@H](CCC3=CC(=C(C=C3)OC)OC)C4=CC(=CC=C4)OCC(=O)NCC(CNC(=O)COC5=CC=CC(=C5)[C@@H](CCC6=CC(=C(C=C6)OC)OC)OC(=O)[C@@H]7CCCCN7C(=O)[C@@H](CC)C8=CC(=C(C(=C8)OC)OC)OC)CN(C)C The molecule is a tertiary amino compound that is 2-(aminomethyl)-N,N-dimethylpropane-1,3-diamine in which the primary ammino groups have each been acylated by condensation with the carboxy group of 2-{3-[(1R)-3-(3,4-dimethoxyphenyl)-1-hydroxypropyl]phenoxy}acetic acid, the hydroxy groups of which have been esterified by condensation with the carboxy group of L-pipecolic acid, the nitrogen of which has been acylated by condensation with (2S)-2-(3,4,5-trimethoxyphenyl)butyric acid. It is a synthetic, cell-permeable ligand that can be used to induce homodimerization of fusion proteins containing the DmrB domain. It has a role as a ligand. It is a N-acylpiperidine, a carboxylic ester, an aromatic ether and a tertiary amino compound.